N=1C=CN2C1C=C(C=C2)CNC(C2=CC(=C(C=C2)S(=O)(=O)CC2=NN(C=C2)C)C2=CC=C1C(NC(=NC1=C2)C)=O)=O N-(Imidazo[1,2-a]pyridin-7-ylmethyl)-4-(((1-methyl-1H-pyrazol-3-yl)methyl)sulfonyl)-3-(2-methyl-4-oxo-3,4-dihydroquinazolin-7-yl)benzamide